OCCNCCNCN1CN=C(C=C1)C 3-((2-(2-hydroxylethylamino)ethylamino)methyl)-6-methylpyrimidin